BrC=1C=C2CCCC(C2=CC1)NC(CCCCCCC(=O)NOC1OCCCC1)=O N1-(6-bromo-1,2,3,4-tetrahydronaphthalen-1-yl)-N8-((tetrahydro-2H-pyran-2-yl)oxy)octanediamide